2,4-dihydroxy-3',4'-dimethoxychalcone OC1=C(C=CC(=C1)O)\C=C\C(=O)C1=CC(=C(C=C1)OC)OC